ClC=1C(=NC=CC1C1=C(C(=CC=C1)C1=NC(=C(C=C1)CNC[C@H]1NC(CC1)=O)OC)Cl)C1=CC(=C(CN2C[C@@H](CC2)C(=O)OC(C)C)C=C1)OC isopropyl (R)-1-(4-(3-chloro-4-(2-chloro-3-(6-methoxy-5-(((((S)-5-oxopyrrolidin-2-yl)methyl)amino)methyl)pyridin-2-yl)phenyl)pyridin-2-yl)-2-methoxybenzyl)pyrrolidine-3-carboxylate